NC=1C(=NC(=CN1)C1=CC(=C(C=C1)C1CCOCC1)CN(C)C)C=1C=C2C(=C(N=CC2=C(C1)F)C)F 6-(3-amino-6-(3-((dimethylamino)methyl)-4-(tetrahydro-2H-pyran-4-yl)phenyl)pyrazin-2-yl)-4,8-difluoro-3-methylisoquinolin